N1=C(C=CC=C1)SN1C(CCC1=O)=O 1-(2-pyridylthio)-2,5-pyrrolidinedione